ClC1=C(C=CC(=C1)CN(C(OC(C)(C)C)=O)CCC#N)C1=CC=CC=C1 tert-Butyl ((2-chloro-[1,1'-biphenyl]-4-yl)methyl)(2-cyanoethyl)carbamate